N[C@@H]1CN(CC[C@H]1F)C1=NC2=C(N1CC(=O)N(C)[C@@H](C)C#N)C=C(C(=C2)F)F 2-(2-((3r,4r)-3-amino-4-fluoropiperidin-1-yl)-5,6-difluoro-1H-benzo[d]imidazol-1-yl)-N-((S)-1-cyanoethyl)-N-methylacetamide